N-(cyclopropylmethyl)-5-(piperazin-1-yl)picolinamide hydrochloride Cl.C1(CC1)CNC(C1=NC=C(C=C1)N1CCNCC1)=O